2-[2-[3-(4-Tert-butylphenyl)prop-2-enoyl]-5-(3-methylbut-2-enoxy)phenoxy]propanoic acid C(C)(C)(C)C1=CC=C(C=C1)C=CC(=O)C1=C(OC(C(=O)O)C)C=C(C=C1)OCC=C(C)C